N1,N1-diethyl-N4-(4-methylthiazol-2-yl)fumaramide C(C)N(C(\C=C\C(=O)NC=1SC=C(N1)C)=O)CC